ClC1=C(C(=CC=C1)N1CCN(CC1)C(C)C)NC(=O)N1C[C@@H]2[C@H](C1)CC(C2)C2=NOC(=N2)C2CC2 (3aR,5r,6aS)-N-{2-chloro-6-[4-(propan-2-yl)piperazin-1-yl]phenyl}-5-(5-cyclopropyl-1,2,4-Oxadiazol-3-yl)hexahydrocyclopenta[c]pyrrole-2(1H)-carboxamide